N-[(1R,5S,6S)-3-azabicyclo[3.1.0]Hex-6-yl]-2-(4-chloro-3-fluorophenoxy)acetamide [C@@H]12CNC[C@H]2C1NC(COC1=CC(=C(C=C1)Cl)F)=O